C(#N)C=1C(=NC=CN1)N[C@H](C(=O)O)CCN(CCCCC1=NC=2NCCCC2C=C1)CCOC=1C(=NC=CC1)C (S)-2-((3-cyanopyrazin-2-yl)amino)-4-((2-((2-methylpyridin-3-yl)oxy)ethyl)(4-(5,6,7,8-tetrahydro-1,8-naphthyridin-2-yl)butyl)amino)butanoic acid